C(C1=CC=CC=C1)(C1=CC=CC=C1)N1C(CN(CC1)C(=O)C=1C(=C2CN(C(C2=CC1)=O)C1C(NC(CC1)=O)=O)F)(C)C 3-(5-(4-benzhydryl-3,3-dimethylpiperazine-1-carbonyl)-4-fluoro-1-oxoisoindolin-2-yl)piperidine-2,6-dione